4-[4-(2-aminoethyl)pyrazol-1-yl]-3-(6-piperidin-1-ylpyridazin-4-yl)sulfanylbenzonitrile NCCC=1C=NN(C1)C1=C(C=C(C#N)C=C1)SC1=CN=NC(=C1)N1CCCCC1